2-((1-(cyanomethyl)-4-methyl-1H-pyrazol-3-yl)amino)-N-(5-methyl-1H-indazol-4-yl)thiazole-5-carboxamide C(#N)CN1N=C(C(=C1)C)NC=1SC(=CN1)C(=O)NC1=C2C=NNC2=CC=C1C